P(=O)(O)(O)OCCOCCOCCOCCOCCOCCO hexaethyleneglycol phosphate